CC1=C(C=CC=C1C)OCC(=O)O 2,3-dimethylbenzeneoxyacetic acid